(E)-3-phenyl-2-(pyridin-2-yl)-N-(p-tolyl)acrylamide C1(=CC=CC=C1)/C=C(/C(=O)NC1=CC=C(C=C1)C)\C1=NC=CC=C1